O=C1C=2C=C(C=CC2C2=C1N=C(N=C2)C(F)(F)F)NC(\C=C\C2=CC=CC=C2)=O (E)-N-(9-oxo-2-(trifluoromethyl)-9H-indeno[2,1-d]pyrimidin-7-yl)cinnamamide